selenoadenosylselenoniathionine [C@@H]1([C@H]([SeH])[C@H](O)[C@@H](CC2S[Se]C=CC=CC=C2)O1)N1C=NC=2C(N)=NC=NC12